FC=1C=C(C=CC1)C=1C(=C(C(=NC1)C(=O)NCC(=O)OCC)O)C Ethyl (5-(3-fluorophenyl)-3-hydroxy-4-methylpicolinoyl)glycinate